2-(((3R,4R)-3-fluoropiperidin-4-yl)methyl)-8-isopropyl-N4-(3-nitrobenzyl)pyrazolo[1,5-a][1,3,5]triazine-2,4-diamine F[C@H]1CNCC[C@@H]1CC1(NC=2N(C(=N1)NCC1=CC(=CC=C1)[N+](=O)[O-])N=CC2C(C)C)N